(R)-3-(((1-(octadecyloxy)-3-(trityloxy)propan-2-yl)oxy)methyl)benzonitrile C(CCCCCCCCCCCCCCCCC)OC[C@H](COC(C1=CC=CC=C1)(C1=CC=CC=C1)C1=CC=CC=C1)OCC=1C=C(C#N)C=CC1